N1,N2-bis(4-tert-butylbenzyl)-1,2-propanediamine C(C)(C)(C)C1=CC=C(CNCC(C)NCC2=CC=C(C=C2)C(C)(C)C)C=C1